ClC=1C=C(C=CC1OC)NC(CN(S(=O)(=O)C1=C(C=CC(=C1)C)[N+](=O)[O-])C)=O N-(3-chloro-4-methoxyphenyl)-2-(N,5-dimethyl-2-nitrophenylsulfonamido)acetamide